5-amino-2-chloro-6-(5-(methyl-d3)-1H-indazol-4-yl)pyrimidine-4-carboxamide NC=1C(=NC(=NC1C1=C2C=NNC2=CC=C1C([2H])([2H])[2H])Cl)C(=O)N